tripropane trimethacrylate C(C(=C)C)(=O)O.C(C(=C)C)(=O)O.C(C(=C)C)(=O)O.CCC.CCC.CCC